[Cl-].C(C(=C)C)(=O)OCCC[N+](C)(C)C Methacryloyloxypropyltrimethylammonium Chloride